3-chloro-2-[[4-(4-pyridyl)piperazin-1-yl]methyl]-1H-indole ClC1=C(NC2=CC=CC=C12)CN1CCN(CC1)C1=CC=NC=C1